C(C=C)(=O)ON1C(C=2C(C1=O)=CC=CC2)=O N-(Acryloyloxy)phthalimide